7-fluoro-N3-(2-Methyl-1,2,3,4-tetrahydroisoquinolin-6-yl)-6-(8-methyl-2,3-dihydro-1H-pyrido[2,3-b][1,4]oxazin-7-yl)isoquinoline-3,8-diamine FC1=C(C=C2C=C(N=CC2=C1N)NC=1C=C2CCN(CC2=CC1)C)C1=C(C2=C(OCCN2)N=C1)C